5-chloro-2-(4-methoxypiperidin-1-yl)pyridin-3-amine ClC=1C=C(C(=NC1)N1CCC(CC1)OC)N